5-(2-Imino-1-(3-(trifluoromethyl)phenyl)-1,2-dihydrobenzo[h][1,6]naphthyridin-9-yl)pyridin-2-amine N=C1N(C2=C3C(=NC=C2C=C1)C=CC(=C3)C=3C=CC(=NC3)N)C3=CC(=CC=C3)C(F)(F)F